7-((5-((3R,4R)-4-fluoro-3-hydroxypiperidin-1-yl)pyridin-2-yl)amino)-4-(8-fluoro-7-methylimidazo[1,2-a]pyridin-3-yl)isoindolin-1-one F[C@H]1[C@@H](CN(CC1)C=1C=CC(=NC1)NC=1C=CC(=C2CNC(C12)=O)C1=CN=C2N1C=CC(=C2F)C)O